NC=1SC=C(N1)C=1C=C(C=CC1)C1=NN2C(C(N(CC2)C)=O)=C1 2-(3-(2-aminothiazol-4-yl)phenyl)-5-methyl-6,7-dihydropyrazolo[1,5-a]pyrazin-4(5H)-one